C1(CCC1)C=1C(=NN(C1NC(CC(C)(C)OC)=O)C)C1CC(C1)(F)F N-(4-cyclobutyl-3-(3,3-difluorocyclobutyl)-1-methyl-1H-pyrazol-5-yl)-3-methoxy-3-methylbutanamide